6-(Dimethylamino)-1-methyl-1,2-dihydro-3H-benzo[e]indole-3-carboximidamide dihydrochloride Cl.Cl.CN(C1=CC=CC=2C=3C(CN(C3C=CC21)C(N)=N)C)C